1-(2-methylbenzenesulfonyl)-1H-indole-3-carbaldehyde CC1=C(C=CC=C1)S(=O)(=O)N1C=C(C2=CC=CC=C12)C=O